C(C)OC(=O)N1C(N(CC1C=C(F)F)CC1=CC=CC=C1)=O 3-benzyl-5-(2,2-difluorovinyl)-2-oxo-imidazolidine-1-carboxylic acid ethyl ester